1-Decyl-4-Methylpiperidinium fluorid [F-].C(CCCCCCCCC)[NH+]1CCC(CC1)C